N-(4-(2-bromoacetyl)-3-fluoropyridin-2-yl)acetamide BrCC(=O)C1=C(C(=NC=C1)NC(C)=O)F